Lysinonorleucin N([C@@H](CCCCN)C(=O)O)N[C@@H](CCCC)C(=O)O